1-(4-bromophenyl)piperazin-2-one tert-butyl-5-(azetidin-1-yl)-3,3-dimethyl-2,3-dihydro-1H-pyrrolo[3,2-b]pyridine-1-carboxylate C(C)(C)(C)OC(=O)N1CC(C2=NC(=CC=C21)N2CCC2)(C)C.BrC2=CC=C(C=C2)N2C(CNCC2)=O